(R)-N-(3,3-difluoro-1-(methyl-d3)piperidin-4-yl)-5-(1-(2,2-difluoroethyl)-2-methyl-1H-benzo[d]imidazol-6-yl)-6-fluoro-4-(methoxy-d3)pyrrolo[2,1-f][1,2,4]triazin-2-amine FC1(CN(CC[C@H]1NC1=NN2C(C(=N1)OC([2H])([2H])[2H])=C(C(=C2)F)C=2C=CC1=C(N(C(=N1)C)CC(F)F)C2)C([2H])([2H])[2H])F